CC(C=C)=O Butenone